(4R)-2-oxo-4-(2,3,6-trifluorophenyl)pyrrolidine-3-carboxylic acid ethyl ester C(C)OC(=O)C1C(NC[C@H]1C1=C(C(=CC=C1F)F)F)=O